2-(4-tolyl)-1,3,5-triphenyl-2,5-dihydro-1H-pyrrole-2-carboxylic acid methyl ester COC(=O)C1(N(C(C=C1C1=CC=CC=C1)C1=CC=CC=C1)C1=CC=CC=C1)C1=CC=C(C=C1)C